C(C)(C)(C)OC(=O)N([C@@H]1COC2(C1)CCN(CC2)C(=O)OCC2=CC=CC=C2)C[C@@H](COC2=C(C(=CC=C2)S(=O)(=O)C)F)O (S)-benzyl 3-((tert-butoxycarbonyl) ((S)-3-(2-fluoro-3-(methylsulfonyl) phenoxy)-2-hydroxypropyl) amino)-1-oxa-8-azaspiro[4.5]decane-8-carboxylate